IC=1C=CC2=C(N(C=N2)C(C2=CC=CC=C2)(C2=CC=CC=C2)C2=CC=CC=C2)C1 6-iodo-1-trityl-1H-benzo[d]imidazole